methyl 1-methyl-4-((3-((4-(trifluoromethyl)phenyl) carbamoyl)-1H-pyrrol-1-yl) sulfonyl)-1H-pyrrole-2-carboxylate CN1C(=CC(=C1)S(=O)(=O)N1C=C(C=C1)C(NC1=CC=C(C=C1)C(F)(F)F)=O)C(=O)OC